5-(4-chloro-3-fluorophenyl)-7-(2-fluoroethyl)-3-(2-oxo-2-(pyrrolidin-1-yl)ethyl)-3H-pyrrolo[2,3-d]pyrimidin-4(7H)-one ClC1=C(C=C(C=C1)C1=CN(C=2N=CN(C(C21)=O)CC(N2CCCC2)=O)CCF)F